N-(5-((4-(8-bromo-2-oxo-5,6-dihydro-4H-imidazo[4,5,1-ij]quinolin-1(2H)-yl)pyrimidin-2-yl)amino)-2-((2-(dimethylamino)ethyl)(methyl)amino)-4-methoxyphenyl)acrylamide BrC=1C=C2CCCN3C2=C(C1)N(C3=O)C3=NC(=NC=C3)NC=3C(=CC(=C(C3)NC(C=C)=O)N(C)CCN(C)C)OC